CC=1C(=CC(=NC1)N1CCN(CC1)C(=O)OC(C)(C)C)[N+](=O)[O-] tert-butyl 4-(5-methyl-4-nitro-2-pyridyl)piperazine-1-carboxylate